ClC1=C(C=C(C=C1)N1CC(CC1)SCC(=O)O)C(F)(F)F ({1-[4-chloro-3-(trifluoromethyl)phenyl]pyrrolidin-3-yl}sulfanyl)acetic acid